NC([C@@H](CCC(=O)OCC1=CC=CC=C1)NC(=O)OC(C)(C)C)=O benzyl (R)-5-amino-4-((tert-butoxycarbonyl) amino)-5-oxopentanoate